[5-(4-hydroxypiperidin-1-yl)-[1,3]thiazolo[5,4-d]pyrimidin-2-yl]-5'-methoxy-2',6-dimethyl-[4,4'-bipyridine]-3-carboxamide OC1CCN(CC1)C=1N=CC2=C(N1)SC(=N2)C2=NC(=CC(=C2C(=O)N)C2=CC(=NC=C2OC)C)C